2,3-dichloroperbenzoic acid ClC1=C(C=CC=C1C(=O)OO)Cl